FC1=C(C(=O)OC)C=C(C=N1)[N+](=O)[O-] methyl 2-fluoro-5-nitronicotinate